C(#N)C1=C(C=CC(=C1OC=1C=C2C(N(C=NC2=CC1)C=1C=NC(=NC1)N1CCNCC1)=O)F)NS(=O)(=O)C1CCCC1 N-[2-cyano-4-fluoro-3-[4-oxo-3-(2-piperazin-1-ylpyrimidin-5-yl)quinazolin-6-yl]oxy-phenyl]cyclopentanesulfonamide